(S)-2-(2-methoxyacetyl-6-(3-methyl-1H-pyrrolo[2,3-b]pyridin-5-yl)-1,2,3,4-tetrahydroisoquinolin-8-yl)pyrrolidine-1-carboxylic acid tert-butyl ester C(C)(C)(C)OC(=O)N1[C@@H](CCC1)C=1C=C(C=C2CCNC(C12)C(COC)=O)C=1C=C2C(=NC1)NC=C2C